FC=1C=C(C=C(C1)C(C)C)CO (3-fluoro-5-isopropylphenyl)methanol